C(#N)C=1N(C2=C(C=CC(=C2C1)OC)F)CCNC1=CC(=NC=N1)C=1C=C(C(=O)O)C=C(C1)OCC 3-{6-[2-(2-Cyano-7-fluoro-4-methoxy-indol-1-yl)-ethylamino]-pyrimidin-4-yl}-5-ethoxy-benzoic acid